Tetramethyl-xylylendiurethan CC(OC(NCC=1C(=CC=CC1)CNC(=O)OC(C)(C)C)=O)(C)C